3-(4-bromo-5-cyclopropylisoxazol-3-yl)-1-isopropyl-1H-pyrazolo[3,4-d]pyrimidin-4-amine BrC=1C(=NOC1C1CC1)C1=NN(C2=NC=NC(=C21)N)C(C)C